3-methyl-4-[(1-methylpyrrolidin-3-yl)methoxy]-N-(quinolin-8-yl)benzamide CC=1C=C(C(=O)NC=2C=CC=C3C=CC=NC23)C=CC1OCC1CN(CC1)C